2-(3-ethylheptyl)-5-(2-thienyl)thiophene C(C)C(CCC=1SC(=CC1)C=1SC=CC1)CCCC